2-chloro-7-((2-fluoro-6-(piperidine-4-yl)phenoxy)methyl)benzofuran-4-nitrile ClC=1OC=2C(C1)=C(C=CC2COC2=C(C=CC=C2C2CCNCC2)F)C#N